N-benzyl-1-(6-(1-methyl-1H-pyrazol-4-yl)pyrazolo[1,5-a]pyridin-3-yl)piperidine-4-carboxamide C(C1=CC=CC=C1)NC(=O)C1CCN(CC1)C=1C=NN2C1C=CC(=C2)C=2C=NN(C2)C